bis-ethylhexylhydroxydimethoxybenzylmalonate C(C)C1=C(C(=C(C(C(C(=O)[O-])(C(=O)[O-])O)(OC)OC)C=C1)CCCCCC)CC